N1(CCOCC1)CC#CC(=O)O 4-(morpholin-4-yl)but-2-ynoic acid